SCC(C(=O)O)NC(C=C)=O N-(2-mercapto-1-carboxyethyl)acrylamide